(Z)-2-(4-fluoro-1-(4-(4-fluorophenoxy)benzylidene)-2-methyl-1H-inden-3-yl)-acetic acid FC1=C2C(=C(/C(/C2=CC=C1)=C/C1=CC=C(C=C1)OC1=CC=C(C=C1)F)C)CC(=O)O